PIPERONYL ISOBUTYRATE C(C(C)C)(=O)OCC1=CC=2OCOC2C=C1